N-[5-(4-Formylphenyl)-2-[4-(trifluoromethoxy)phenyl]-1,2,4-triazol-3-yl]acetamid C(=O)C1=CC=C(C=C1)C=1N=C(N(N1)C1=CC=C(C=C1)OC(F)(F)F)NC(C)=O